C(C(=O)O)(=O)O.O1CN=CC=C1N [1,3]oxazin-6-amine oxalate